3-oxo-3-[4-(piperidine-1-carbonyl)phenyl]propionitrile O=C(CC#N)C1=CC=C(C=C1)C(=O)N1CCCCC1